C(C)(C)(C)OC(=O)N(C1=CC=NC=2N1N=CC2C(C)C)CC2=CC(=CC=C2)[N+](=O)[O-] 7-((tert-butoxycarbonyl)(3-nitrobenzyl)amino)-3-isopropylpyrazolo[1,5-a]pyrimidine